(4-chlorophenyl)-2,4-dimethyl-1H-imidazole-5-carboxylic acid ClC1=CC=C(C=C1)N1C(=NC(=C1C(=O)O)C)C